N-(oxane-4-sulfonyl)benzamide O1CCC(CC1)S(=O)(=O)NC(C1=CC=CC=C1)=O